IC1=CC=C(C=C1)N(C(OC(C)(C)C)=O)C tert-butyl (4-iodophenyl)(methyl)carbamate